S1C=2N(C=C1)C=C(N2)C(=O)NC(C(=O)N)CCC(C(=O)N)=O 2-(imidazo[2,1-b]thiazole-6-carboxamido)-5-oxohexanediamide